4-[4-(2-aminoethyl)phenyl]-3-[6-(2-cyanophenyl)pyridazin-4-yl]oxybenzonitrile NCCC1=CC=C(C=C1)C1=C(C=C(C#N)C=C1)OC1=CN=NC(=C1)C1=C(C=CC=C1)C#N